2-azido-1-(4-chlorophenyl)-2-fluoroethane-1-one N(=[N+]=[N-])C(C(=O)C1=CC=C(C=C1)Cl)F